tetramethyl-decynol CC(C(C#CO)(C)C)(CCCCCC)C